ClC=1N=C(C2=C(N1)C(=CS2)C2=CC=NN2C)N2[C@@H](COCC2)C (R)-4-(2-chloro-7-(1-methyl-1H-pyrazol-5-yl)thieno[3,2-d]pyrimidin-4-yl)-3-Methylmorpholine